ClC1=NN=C2N1C1=CC=C(C=C1C(=N2)N2CCCC1=C(C=CC=C21)C#CC2(CC2)C(F)(F)F)F chloro-7-fluoro-5-(5-((1-(trifluoromethyl)cyclopropyl)ethynyl)-3,4-dihydroquinolin-1(2H)-yl)-[1,2,4]triazolo[4,3-a]quinazoline